4-(4-(4-(2,4-difluorophenyl)piperidin-1-yl)quinazolin-6-yl)pyridin-2-amine FC1=C(C=CC(=C1)F)C1CCN(CC1)C1=NC=NC2=CC=C(C=C12)C1=CC(=NC=C1)N